C(C)OC(COCCOCCOCCNC(OC(C)(C)C)=O)=O 2,2-dimethyl-4-oxo-3,8,11,14-tetraoxa-5-azahexadecane-16-oic acid ethyl ester